COC(C(=O)N[C@H]1C2=C(C3=C(N(C1=O)CCOC)C=CC=C3)C=CC=C2)C(=O)NCC(C(F)(F)F)(F)F 2-Methoxy-N-[(S)-5-(2-methoxy-ethyl)-6-oxo-6,7-dihydro-5H-dibenzo[b,d]azepin-7-yl]-N'-(2,2,3,3,3-pentafluoro-propyl)-malonamide